C(CCC)N(C1=CC2=C(C=C(C(O2)=O)C=O)C=C1)CCCC 7-Dibutylamino-2-oxo-2H-1-benzopyran-3-carboaldehyde